2-((2R,4R)-4-amino-1-(6-chloroimidazo[1,2-a]pyridine-2-carbonyl)pyrrolidin-2-yl)-N-((S)-6-guanidino-1-(methylamino)-1-oxohexan-2-yl)thiazole-4-carboxamide N[C@@H]1C[C@@H](N(C1)C(=O)C=1N=C2N(C=C(C=C2)Cl)C1)C=1SC=C(N1)C(=O)N[C@H](C(=O)NC)CCCCNC(=N)N